C(C)(C)OC(=O)[C@@H]1C[C@H](CCC1)OC=1C(=NC(=CC1)C1=C(C(=NO1)C)CN=[N+]=[N-])C (1S,3S)-3-((6-(4-(azidomethyl)-3-methylisoxazol-5-yl)-2-methyl-pyridin-3-yl)oxy)cyclohexane-1-carboxylic acid isopropyl ester